ClC1=C(C(=CC=C1Cl)OC)[C@H]1C[C@H](N(C1)C(=O)OC(C)(C)C)CC=O tert-butyl (2S,4R)-4-(2,3-dichloro-6-methoxyphenyl)-2-(2-oxoethyl)pyrrolidine-1-carboxylate